CC(C)OC(=O)\N=N/C(=O)OC(C)C (Z)-N-{[(propan-2-yloxy)carbonyl]imino}(propan-2-yloxy)formamide